(3-chlorophenyl)-N-(2-(dimethylamino)ethyl)-5-phenylAzole-4-carboxamide ClC=1C=C(C=CC1)C=1NC(=C(C1)C(=O)NCCN(C)C)C1=CC=CC=C1